6-(4-fluoro-3-isopropyl-5-(6-(2-(methylsulfonyl)ethyl)-2,6-diazaspiro[3.3]hept-2-yl)-1H-pyrrolo[2,3-c]pyridin-2-yl)-7,8-dimethyl-[1,2,4]triazolo[1,5-a]pyridine FC1=C2C(=CN=C1N1CC3(C1)CN(C3)CCS(=O)(=O)C)NC(=C2C(C)C)C=2C(=C(C=3N(C2)N=CN3)C)C